N1(N=CC=C1)C=1C=C(C=CC1)C1=NN=NN1CC1=CC=C(C=C1)C=1OC(=NN1)C(F)F 2-(4-((5-(3-(1H-pyrazol-1-yl)phenyl)-1H-tetrazol-1-yl)methyl)phenyl)-5-(difluoromethyl)-1,3,4-oxadiazole